C1(CC1)OC1=CC=2N(C=C1C(=O)OC)C=C(N2)C methyl 7-cyclopropoxy-2-methylimidazo[1,2-a]pyridine-6-carboxylate